C(N1C=C(C(C2=CC=CC=C12)=O)C(=O)N)([2H])([2H])[2H] 1-(methyl-d3)-4-oxo-1,4-dihydroquinoline-3-carboxamide